CC1=NC=CC=C1C=1C=C2C(=NC1)NC=C2C2=CC=1N(C=C2)N=CC1C=1C=NC=CC1 5-(2-methylpyridin-3-yl)-3-(3-(pyridin-3-yl)pyrazolo[1,5-a]pyridin-5-yl)-1H-pyrrolo[2,3-b]pyridine